8-amino-7-(3-methoxy-2,6-dimethylphenyl)-3-(methoxymethyl)-7H-imidazo[1,2-c]pyrrolo[3,2-e]Pyrimidine-9-carboxamide NC1=C(C=2C=3N(C=NC2N1C1=C(C(=CC=C1C)OC)C)C(=CN3)COC)C(=O)N